C(C)(=O)OCC(=O)NC1=C(C=C(C=C1)Br)C(C)=O 2-((2-Acetyl-4-bromophenyl)amino)-2-oxoethyl acetate